The molecule is a triazaacenaphthylene that is 2,2a,3,4,5,5a,6,7-octahydro-1H-1,8,8b-triazaacenaphthylene which is substituted at positions 3, 4, and 7 by methyl, sulfooxy, and (2,6-dioxo-1,2,3,6-tetrahydropyrimidin-4-yl)(hydroxy)methyl groups, respectively (the 2aS,3R,4S,5aS,7R stereoisomer in which the carbon bearing the hydroxy group has R configuration). It is a cyanotoxin produced by several species of freshwater cyanobacteria, such as Aphanizomenon ovalisporum. It has a role as a cyanotoxin, a protein synthesis inhibitor, a hepatotoxic agent and a genotoxin. It is a member of cylindrospermopsins, a triazaacenaphthylene, an alkaloid, a pyrimidone, a secondary alcohol and an organic sulfate. It is a tautomer of a cylindrospermopsin zwitterion. C[C@H]1[C@H](C[C@@H]2C[C@@H](N=C3N2[C@@H]1CN3)[C@H](C4=CC(=O)NC(=O)N4)O)OS(=O)(=O)O